N-(2-((5-(5-(difluoromethyl)-1,3,4-oxadiazol-2-yl)pyrimidin-2-yl)amino)-2-(4-(trifluoromethoxy)phenyl)ethyl)methanesulfonamide FC(C1=NN=C(O1)C=1C=NC(=NC1)NC(CNS(=O)(=O)C)C1=CC=C(C=C1)OC(F)(F)F)F